methyl 2-cyano-5-[4-(hydroxymethyl)piperidin-1-yl]benzoate C(#N)C1=C(C(=O)OC)C=C(C=C1)N1CCC(CC1)CO